2-{[2,6-bis(2-methoxy-1-naphthyl)phenyl]-[3-(2,6-dimethylphenyl)-2-thienyl]-phosphino}-benzoic acid COC1=C(C2=CC=CC=C2C=C1)C1=C(C(=CC=C1)C1=C(C=CC2=CC=CC=C12)OC)P(C1=C(C(=O)O)C=CC=C1)C=1SC=CC1C1=C(C=CC=C1C)C